N-((5,6-difluorobenzofuran-2-yl)methyl)-3,3-dimethyl-2-oxo-1-(2,4,6-trifluorobenzyl)indoline-6-carboxamide FC=1C(=CC2=C(C=C(O2)CNC(=O)C2=CC=C3C(C(N(C3=C2)CC2=C(C=C(C=C2F)F)F)=O)(C)C)C1)F